BrC1=C(C=C(C=C1N1C2=CC=C(C=C2C=2C=C(C=CC12)C(C)(C)C)C(C)(C)C)C1=CC=CC=C1)N1C2=CC=C3C(=C2C=2C=C4C(=CC12)C=CC=C4)C=CC=C3 7-(4-bromo-5-(3,6-di-tert-butyl-9H-carbazol-9-yl)-[1,1'-biphenyl]-3-yl)-7H-dibenzo[b,g]carbazole